lithium-Nickel Cobalt Aluminum [Al].[Co].[Ni].[Li]